BrC=1C2=C(N(C(CC1C(=O)O)=O)CC1=CC(=C(C=C1)C)F)C=C(C=C2)C#C[Si](C)(C)C 5-bromo-1-(3-fluoro-4-methylbenzyl)-2-oxo-8-((trimethylsilyl)ethynyl)-2,3-dihydro-1H-benzo[b]azepine-4-carboxylic acid